2-(2-bromophenyl)-1,3-dioxane BrC1=C(C=CC=C1)C1OCCCO1